ethyl 2-((3-(4-(((2S,3R)-3-(benzyloxy)pyrrolidin-2-yl)methoxy)cyclohex-1-en-1-yl)-4-methylpyridin-2-yl)oxy)acetate C(C1=CC=CC=C1)O[C@H]1[C@@H](NCC1)COC1CC=C(CC1)C=1C(=NC=CC1C)OCC(=O)OCC